dec-7,9-dien-1-yl acetate C(C)(=O)OCCCCCCC=CC=C